CC1=CC=CC=2C3=C4C(C5=CC=CC=C5C5=C4C(C12)=C(C(=C5C)C)C)=CC=C3 Tetramethyldibenzo[fg,op]tetracene